C(C)(C)C1=CN=CS1 5-Isopropyl-thiazol